4-(6-chloropyridin-3-yl)-1-(2-cyano-4-(trifluoromethyl)phenyl)piperidine-4-carboxylic acid methyl ester COC(=O)C1(CCN(CC1)C1=C(C=C(C=C1)C(F)(F)F)C#N)C=1C=NC(=CC1)Cl